(3-((4-(4-Methyl-2-(oxetan-3-yl)pyrazol-3-yl)phenyl)methyl)oxadiazol-3-ium-5-yl)-((2-(trifluoromethyl)pyridin-4-yl)carbamoyl)-azanide CC1=C(N(N=C1)C1COC1)C1=CC=C(C=C1)C[N+]1=NOC(=C1)[N-]C(NC1=CC(=NC=C1)C(F)(F)F)=O